[C@H]12C(N(C[C@@H]2C1)C(=O)OC(C)(C)C)C(=O)OC 3-(t-butyl) 2-methyl (1S,5R)-3-azabicyclo[3.1.0]hexane-2,3-dicarboxylate